OC=1C(=NC=CC1)C(=O)O hydroxy2-picolinic acid